2-(2-methoxyphenyl)Ethan-1-ol COC1=C(C=CC=C1)CCO